Cl.NC[C@H](COCC1=CC=CC=C1)N1N=C(C=C1C(=O)OCC)Br |r| ethyl 1-[(2RS)-1-amino-3-(benzyloxy)propan-2-yl]-3-bromo-1H-pyrazole-5-carboxylate hydrochloride